5-chloro-1'-[2-(3-fluoro-4-methanesulfonyl-phenoxy)ethyl]-1,2-dihydrospiro[indole-3,4'-piperidin]-2-one ClC=1C=C2C(=CC1)NC(C21CCN(CC1)CCOC1=CC(=C(C=C1)S(=O)(=O)C)F)=O